CN(C(CC1=CSC2=C1C=C(C=C2)C2NCC(CC2)C)=O)C 2-[3-[2-(dimethylamino)-2-oxo-ethyl]benzothiophen-5-yl]-5-methyl-piperidine